2-glucopyranosylsuccinate C1([C@H](O)[C@@H](O)[C@H](O)[C@H](O1)CO)C(C(=O)[O-])CC(=O)[O-]